COC1=CC=C(C=C1)C1=NOC(=C1)N(CCN)C1=NC(=NC=C1)N1CCOCC1 N2-(3-(4-methoxyphenyl)isoxazol-5-yl)-N2-(2-morpholinopyrimidin-4-yl)ethane-1,2-diamine